N-(2-(8-oxa-3-azabicyclo[3.2.1]oct-3-yl)pyrimidin-4-yl)-3-(4-methoxyphenyl)isoxazol-5-amine C12CN(CC(CC1)O2)C2=NC=CC(=N2)NC2=CC(=NO2)C2=CC=C(C=C2)OC